6-[4-(1-tert-butoxycarbonyl-1,2,3,6-tetrahydro-pyridin-4-yl)-5-fluoro-2-methyl-phenylcarbamoyl]-3',6'-dihydro-2'H-[3,4']bipyridinyl-1'-carboxylic acid tert-butyl ester C(C)(C)(C)OC(=O)N1CCC(=CC1)C=1C=NC(=CC1)C(NC1=C(C=C(C(=C1)F)C=1CCN(CC1)C(=O)OC(C)(C)C)C)=O